3-{[(4-cyanophenyl)carbamoyl]amino}-4-phenylbutanoic acid C(#N)C1=CC=C(C=C1)NC(=O)NC(CC(=O)O)CC1=CC=CC=C1